butyl 2-(4-amino-6-methyl-1H-pyrazolo[3,4-d]pyrimidin-1-yl)acetate NC1=C2C(=NC(=N1)C)N(N=C2)CC(=O)OCCCC